CC1(OCC[C@H](C1)C1=NC2=CC=C(C=C2C=N1)C=C)C (R)-2-(2,2-dimethyltetrahydro-2H-pyran-4-yl)-6-vinylquinazoline